(1R,2S)-2-{3-[(4-ethoxy-6-methylsulfonylpyridin-3-yl)amino]-1H-indazol-6-yl}-5'-methoxy-1'H-spiro[cyclopropan-1,3'-indol]-2'-one C(C)OC1=C(C=NC(=C1)S(=O)(=O)C)NC1=NNC2=CC(=CC=C12)[C@@H]1C[C@@]12C(NC1=CC=C(C=C21)OC)=O